BrC1=NC=CC(=C1)N(C)CCO[SiH](C)C(C)(C)C 2-bromo-N-[2-[tert-butyl-(methyl)silyl]oxyethyl]-N-methyl-pyridin-4-amine